5-(benzyloxy)-2,2-dimethyl-4-oxo-4H-benzo[d][1,3]dioxine-7-carbonitrile C(C1=CC=CC=C1)OC1=CC(=CC=2OC(OC(C21)=O)(C)C)C#N